3-(5-chloro-2-((3-cyclopropyl-5-(((3R,5S)-3,5-dimethylpiperazin-1-yl)methyl)phenyl)amino)pyrimidin-4-yl)-6-methylindolin-2-one ClC=1C(=NC(=NC1)NC1=CC(=CC(=C1)CN1C[C@H](N[C@H](C1)C)C)C1CC1)C1C(NC2=CC(=CC=C12)C)=O